tert-butyl (4S)-5-amino-4-(benzyloxycarbonyl amino)-5-oxo-pentanoate NC([C@H](CCC(=O)OC(C)(C)C)NC(=O)OCC1=CC=CC=C1)=O